ethyl (E)-3-methoxy-2-butenoate CO/C(=C/C(=O)OCC)/C